N-Fmoc-1,4-diaminobutane HCl Cl.C(=O)(OCC1C2=CC=CC=C2C2=CC=CC=C12)NCCCCN